C1OCC2=C(C=CC=C12)CO (1,3-dihydroisobenzofuran-4-yl)methanol